N-(N,N-dimethyl-2-aminocyclohepta[b]benzofur-9-yl)indole-3-carboxamide CN(C1=CC=C2C(=C3C(O2)=CC=CC(=C3)NC(=O)C3=CNC2=CC=CC=C32)C1)C